FC(C(=O)O)(F)F.CC1(CNCC2(CC2)C1)O 7-methyl-5-azaspiro[2.5]octan-7-ol 2,2,2-trifluoroacetate